tris[3-[bis[9-(1-ethylhexoxy)-9-oxo-nonyl]amino]propyl] benzene-1,3,5-tricarboxylate C1(=CC(=CC(=C1)C(=O)OCCCN(CCCCCCCCC(OC(CCCCC)CC)=O)CCCCCCCCC(=O)OC(CCCCC)CC)C(=O)OCCCN(CCCCCCCCC(OC(CCCCC)CC)=O)CCCCCCCCC(=O)OC(CCCCC)CC)C(=O)OCCCN(CCCCCCCCC(OC(CCCCC)CC)=O)CCCCCCCCC(=O)OC(CCCCC)CC